ruthenium tris(2,2'-bipyridyl-4,4'-dicarboxylic acid) ruthenium [Ru].N1=C(C=C(C=C1)C(=O)O)C1=NC=CC(=C1)C(=O)O.N1=C(C=C(C=C1)C(=O)O)C1=NC=CC(=C1)C(=O)O.N1=C(C=C(C=C1)C(=O)O)C1=NC=CC(=C1)C(=O)O.[Ru]